methyl 5-(methylamino)-6-(3-methylimidazo[4,5-c]pyridin-7-yl)-3-[(5-methyl-6-morpholino-3-pyridyl)amino]pyrazine-2-carboxylate CNC=1N=C(C(=NC1C=1C2=C(C=NC1)N(C=N2)C)C(=O)OC)NC=2C=NC(=C(C2)C)N2CCOCC2